1,2,4,5-tetraaminobenzene tetra-hydrochloride Cl.Cl.Cl.Cl.NC1=C(C=C(C(=C1)N)N)N